FC(S(=O)(=O)C1=C(C(=O)O)C=CC=C1)(F)F ((trifluoromethyl)sulfonyl)benzoic acid